C(C)OC(CC(=O)C=1C(=NC(=C(C1)F)Cl)Cl)=O.N[C@@]1(CN(CC1)C1=C(C=NC=C1C1=NC2=C(N1)C=CC=C2C)C(=O)NCC2CC2)C 4-[(3S)-3-amino-3-methylpyrrolidin-1-yl]-N-(cyclopropylmethyl)-5-(4-methyl-1H-1,3-benzodiazol-2-yl)pyridine-3-carboxamide Ethyl-3-(2,6-dichloro-5-fluoropyridin-3-yl)-3-oxopropanoate